C(#N)[C@H](CC1=CC=C(C=C1)C1=CC=C(C=C1)C#N)NC(=O)[C@H]1OCCCN(C1)C(=O)OC(C)(C)C tert-butyl (2S)-2-{[(1S)-1-cyano-2-(4'-cyanobiphenyl-4-yl) ethyl] carbamoyl}-1,4-oxaazepane-4-carboxylate